ClC1=CC=C(C=C1)N1C(=C(C=C1C)C(CN[C@@H](C)C1CCCCC1)=O)C (S)-1-(1-(4-Chlorophenyl)-2,5-dimethyl-1H-pyrrol-3-yl)-2-((1-cyclohexylethyl)amino)ethanone